3-chloro-4-(2,2-difluorocyclopropyl)-6-(2,4-dimethoxypyrimidin-5-yl)pyridazine ClC=1N=NC(=CC1C1C(C1)(F)F)C=1C(=NC(=NC1)OC)OC